C[C@H](C=O)C(=O)[O-] The molecule is 2-methyl-3-oxopropanoate with R configuration at the chiral centre; major microspecies at pH 7.3. It is an enantiomer of a (S)-methylmalonate semialdehyde.